2-(4-ethylpiperazin-1-yl)-N-(6-(5-methyl-1,3,4-thiadiazol-2-yl)isoquinolin-3-yl)acetamide C(C)N1CCN(CC1)CC(=O)NC=1N=CC2=CC=C(C=C2C1)C=1SC(=NN1)C